methyl (4aR,8R,8aR)-8-(4-(3-fluorophenyl)-1H-1,2,3-triazol-1-yl)-2-phenyl-4,4a,8,8a-tetrahydropyrano[3,2-d][1,3]dioxine-6-carboxylate FC=1C=C(C=CC1)C=1N=NN(C1)[C@@H]1C=C(O[C@H]2[C@@H]1OC(OC2)C2=CC=CC=C2)C(=O)OC